N1=C(C=NC=C1)CNC(OC(C)(C)C)=O tert-butyl N-(pyrazin-2-ylmethyl)carbamate